(1R,5S,8S)-3-(2-methoxy-4-pyridinyl)-3-azabicyclo[3.2.1]octan-8-amine COC1=NC=CC(=C1)N1C[C@H]2CC[C@@H](C1)C2N